2,4-dihydroxy-3-[(1R,6R)-3-methyl-6-(1-methyl-vinyl)-2-cyclohexen-1-yl]-6-pentyl-benzoic acid OC1=C(C(=O)O)C(=CC(=C1[C@@H]1C=C(CC[C@H]1C(=C)C)C)O)CCCCC